C(C1=CC=CC=C1)OC(C(=O)OCC)(CCCOCC(C)(C)NC1=NC(=C(C=C1C(F)(F)F)[N+](=O)[O-])C(=O)NN)C(F)(F)F ethyl 2-benzyloxy-5-[2-[[6-(hydrazinecarbonyl)-5-nitro-3-(trifluoromethyl)-2-pyridyl]amino]-2-methyl-propoxy]-2-(trifluoromethyl)pentanoate